C[C@H](CCC[C@@H](C)[C@H]1CC[C@@H]2[C@@]1(CC[C@H]3[C@H]2CC=C4[C@@]3(CC[C@@H]([C@@H]4O)O)C)C)C=O The molecule is a 26-oxo steroid resulting from the oxidation of the terminal methyl group of 4beta,26-dihydroxycholesterol to the corresponding aldehyde. It has a role as a human xenobiotic metabolite. It is a 26-oxo steroid, a 3beta-sterol, a 4-hydroxy steroid, a cholestanoid, an oxysterol, a steroid aldehyde and a 3beta-hydroxy-Delta(5)-steroid.